C(N)([S-])=S.N(CCO)CCO.[K+] potassium diethanolamine dithiocarbamate salt